The molecule is a haloalkane that is bromoethane substituted by chlorine at position 2. It has a role as a mutagen. It is a haloalkane, an organobromine compound and an organochlorine compound. C(CBr)Cl